8-(2-(pyridin-4-yl)pyrido[3,4-d]pyrimidin-4-yl)-2,8-diazaspiro[4.5]decane N1=CC=C(C=C1)C=1N=C(C2=C(N1)C=NC=C2)N2CCC1(CCNC1)CC2